4-[8-(2,1,3-benzooxadiazol-5-yl)-1,7-naphthyridin-6-yl]benzoic acid N=1ON=C2C1C=CC(=C2)C=2N=C(C=C1C=CC=NC21)C2=CC=C(C(=O)O)C=C2